(+)-3-hydroxy-4-(p-Chlorophenyl)dihydrofuran-2(3H)-one OC1C(OCC1C1=CC=C(C=C1)Cl)=O